1-chloro-6,6-dimethyl-2-hepten ClCC=CCCC(C)(C)C